C(CC)(=O)OCC(=O)O[C@@H](C)[C@@H]1CC(CCC1)(C)C 2-((S)-1-((S)-3,3-dimethylcyclohexyl)ethoxy)-2-oxoethyl propionate